2-(6-benzyl-6-hydroxy-2-azaspiro[3.3]heptan-2-yl)-1-(4-hydroxyphenyl)ethanone C(C1=CC=CC=C1)C1(CC2(CN(C2)CC(=O)C2=CC=C(C=C2)O)C1)O